N=1C=C(N2N=CC=CC21)C#CC=2C=C(C(=O)NC1=CC(=C(C=C1)CNCCC1=NC(=NCC1=O)C(F)(F)F)C(F)(F)F)C=CC2C 3-(imidazo[1,2-b]pyridazin-3-ylethynyl)-4-methyl-N-(4-(((2-(5-oxo-2-(trifluoromethyl)-5,6-dihydropyrimidin-4-yl)ethyl)amino)methyl)-3-(trifluoromethyl)phenyl)benzamide